(2R)-2-(6-(5-chloro-2-[(oxan-4-yl)amino]pyrimidin-4-yl)-1-oxo-1,3-dihydro-2H-isoindol-2-yl)propanoic acid ClC=1C(=NC(=NC1)NC1CCOCC1)C1=CC=C2CN(C(C2=C1)=O)[C@@H](C(=O)O)C